C(C1=CC=CC=C1)OC(C(=O)OCC)CC1=CC(=CC=C1)C(C(=O)NNC)(CCCC(CS(=O)(=O)CCO)(C)C)C ethyl 2-(benzyloxy)-3-(3-(7-((2-hydroxyethyl)sulfonyl)-2,6,6-trimethyl-1-(2-methylhydrazineyl)-1-oxoheptan-2-yl)phenyl)propanoate